N-cyclohexyl-4-[[2-(4-methoxyphenyl)imidazo[1,2-a]pyrazin-3-yl]amino]benzamide C1(CCCCC1)NC(C1=CC=C(C=C1)NC1=C(N=C2N1C=CN=C2)C2=CC=C(C=C2)OC)=O